C(C)N(C(=O)SC[C@H](NC(CC[C@H](N)C(=O)O)=O)C(=O)NCC(=O)O)CC S-(N,N-diethylcarbamoyl)glutathione